ClC1=CC(=C(N=N1)C(NC1CCCC1)=O)NCC1CN(CCC1)C(=O)OC(C)(C)C tert-butyl 3-((6-chloro-3-(cyclopentylcarbamoyl)pyridazin-4-ylamino)methyl)piperidine-1-carboxylate